1,2,3-trithian-5-ylamine S1SSCC(C1)N